Alpha-carboxyglutamate C(=O)(O)[C@](N)(CCC(=O)[O-])C(=O)[O-]